FC1=C2CN(C(NC2=CC=C1F)=O)CC(=O)N[C@H](C)C1=CC2=C(OCCN2C)C=N1 |o1:17| rel-2-(5,6-Difluoro-2-oxo-1,4-dihydroquinazolin-3-yl)-N-[(1R)-1-{1-methyl-2H,3H-pyrido[3,4-b][1,4]oxazin-7-yl}ethyl]acetamide